1'-(((S)-4-Hydroxybutan-2-yl)amino)-1',1'-dioxido-2,3,5,6-tetrahydrospiro[pyran-4,4'-pyrido[2,3-b][1,4,5]oxathiazepin] OCC[C@H](C)NS1(C2=C(OC3(C=N1)CCOCC3)N=CC=C2)([O-])=O